3-(3-(oxetan-3-yl)-2-oxo-5-(1-(2-(trimethylsilyl)ethoxy)piperidin-4-yl)-2,3-dihydro-1H-benzo[d]imidazol-1-yl)piperidine-2,6-dione O1CC(C1)N1C(N(C2=C1C=C(C=C2)C2CCN(CC2)OCC[Si](C)(C)C)C2C(NC(CC2)=O)=O)=O